(S)-3-(6-oxo-6,8-dihydro-2H,7H-spiro[furo[2,3-e]isoindole-3,4'-piperidin]-7-yl)piperidine-2,6-dione hydrochloride Cl.O=C1N(CC2=C3C(=CC=C12)C1(CCNCC1)CO3)[C@@H]3C(NC(CC3)=O)=O